(2R,3S)-3-((6-fluoro-2-(2-methoxy-7-methylquinoxalin-5-yl)thiazolo[5,4-b]pyridin-5-yl)oxy)butan-2-yl (6-((R)-3-hydroxypyrrolidine-1-carbonyl)pyridin-3-yl)carbamate O[C@H]1CN(CC1)C(=O)C1=CC=C(C=N1)NC(O[C@H](C)[C@H](C)OC1=C(C=C2C(=N1)SC(=N2)C2=C1N=CC(=NC1=CC(=C2)C)OC)F)=O